(2-Fluoropyridin-3-yl)-9-(4-(1-methyl-4-(trifluoromethyl)-1H-imidazol-2-yl)benzyl)-7,9-dihydro-8H-purin-8-one FC1=NC=CC=C1C1=NC=C2NC(N(C2=N1)CC1=CC=C(C=C1)C=1N(C=C(N1)C(F)(F)F)C)=O